(S)-N-(2-(1-(4-(5-chloro-4-((3,5-difluoropyridin-2-yl)methoxy-d2)-2-methyl-6-pyrimidinone-1(6H)-yl)-5-methylpyridin-2-yl)-4-fluoro-1H-pyrazol-3-yl)propan-2-yl)cyclopropylamide ClC1=C(N=C(N(C1=O)C1=CC(=NC=C1C)N1N=C(C(=C1)F)C(C)(C)[N-]C1CC1)C)OC([2H])([2H])C1=NC=C(C=C1F)F